bis-(2-dimethylaminopropyl)ether CN(C(COCC(C)N(C)C)C)C